ClC1=NC=2N(CC(NC2C=N1)=O)C 2-chloro-8-methyl-7,8-dihydropteridin-6(5H)-one